1,3-bis-(2,6-diisopropylphenyl)imidazolium chloride [Cl-].C(C)(C)C1=C(C(=CC=C1)C(C)C)N1C=[N+](C=C1)C1=C(C=CC=C1C(C)C)C(C)C